ClC1=CC=C(C=C1)CCC=1C=CC(=C(C1)O)OC 5-[2-(4-chlorophenyl)ethyl]-2-methoxyphenol